N-(benzyloxy)-2,2-difluoro-N-methylcyclopropane-1-carboxamide C(C1=CC=CC=C1)ON(C(=O)C1C(C1)(F)F)C